(2S)-2-((R)-3-(4-chloro-2-fluorophenyl)pentanoylamino)-N-(4-(cyclopropylamino)-3,4-dioxo-1-((S)-2-oxopyrrolidin-3-yl)butan-2-yl)-4,4-dimethylpentanoamide ClC1=CC(=C(C=C1)[C@@H](CC(=O)N[C@H](C(=O)NC(C[C@H]1C(NCC1)=O)C(C(=O)NC1CC1)=O)CC(C)(C)C)CC)F